(6S)-9,10-difluoro-1-hydroxy-2,14-dioxo-N-(2,4,6-trifluorobenzyl)-2,7,12,14-tetrahydro-6H-6,13-methanobenzo[f]pyrido[1,2-a][1,4]diazonine-3-carboxamide FC1=CC2=C(CN3C(C=4N([C@@H](C2)C3)C=C(C(C4O)=O)C(=O)NCC4=C(C=C(C=C4F)F)F)=O)C=C1F